C(#N)CN1CCC(CC1)C#CC1=CC2=C(OC[C@@H](C(N2C)=O)NC(C(=O)N[C@H](C)C2=CC=CC=C2)=O)C=C1 N1-((S)-7-((1-(cyanomethyl)piperidin-4-yl)ethynyl)-5-methyl-4-oxo-2,3,4,5-tetrahydrobenzo[b][1,4]oxazepin-3-yl)-N2-((R)-1-phenylethyl)oxalamide